1,3-dimethyl-5-(2-(4-methyltetrahydro-2H-pyran-4-yl)-1-(2-(trifluoromethoxy)ethyl)-1H-benzo[d]pyrimidin-6-yl)pyridin-2(1H)-one CN1C(C(=CC(=C1)C1=CC2=C(N(C(N=C2)C2(CCOCC2)C)CCOC(F)(F)F)C=C1)C)=O